(2S)-N-{4-[6,6-dimethyl-4-oxo-3-(pyridin-3-yl)-4,5,6,7-tetrahydro-1H-pyrrolo[3,2-c]pyridin-2-yl]pyridin-2-yl}-2-(4-fluorophenyl)propanamide CC1(CC2=C(C(N1)=O)C(=C(N2)C2=CC(=NC=C2)NC([C@@H](C)C2=CC=C(C=C2)F)=O)C=2C=NC=CC2)C